C(C)N(CCN(CCO)C(C)C)CC 2-((2-(diethylamino)ethyl)(isopropyl)amino)ethane-1-ol